C(C=C)OCC(C(=O)OCCOCCOC1CCCC1)=C cyclopentoxyethoxyethyl α-allyloxymethylacrylate